oleyl-propyldimethyl-ammonium C(CCCCCCC\C=C/CCCCCCCC)[N+](C)(C)CCC